C1CCC2=C(C=3CCCC3C=C12)NC(=O)N=S(N)(=O)C1=CC=C(CN(C(CCC(=O)O)=O)C)C=C1 4-((4-(N'-(1,2,3,5,6,7-hexahydro-s-indacen-4-ylcarbamoyl)sulfamimidoyl)benzyl)(methyl)amino)-4-oxobutanoic acid